7-chloro-6-fluoro-5-methyl-4-oxo-1-(1,2,4-thiadiazol-5-yl)-1,4-dihydro-1,8-naphthyridine-3-carboxylic acid ClC1=C(C(=C2C(C(=CN(C2=N1)C1=NC=NS1)C(=O)O)=O)C)F